(S)-4-(7-(difluoro-methyl)imidazo[1,2-a]pyridin-3-yl)-7-((5-(3-hydroxytetra-hydrofuran-3-yl)pyridin-2-yl)amino)isoindolin-1-one FC(C1=CC=2N(C=C1)C(=CN2)C2=C1CNC(C1=C(C=C2)NC2=NC=C(C=C2)[C@@]2(COCC2)O)=O)F